CN1CC(NCC1)C1=CC=CC=C1 4-methyl-2-phenylpiperazin